N(=[N+]=[N-])CC[C@@H](C(=O)O)NC(CCCCCCCCCCCCCCC(=O)OC(C)(C)C)=O (S)-4-azido-2-(16-(tert-butoxy)-16-oxohexadecanoylamino)butyric acid